CC=1N(N=C2C(=NN=C(C21)C)N2CCC(CC2)C(=O)NCC2N(CCC2)CC)C2=CC=CC=C2 1-(3,4-Dimethyl-2-phenyl-2H-pyrazolo[3,4-d]pyridazin-7-yl)-N-[(1-ethylpyrrolidin-2-yl)methyl]piperidine-4-carboxamide